N'-acetyl-4-amino-N-((5-chlorobenzo[d]thiazol-2-yl)methyl)-N',1-dimethylimidazo[1,5-a]quinoxaline-8-carbohydrazide C(C)(=O)N(N(C(=O)C1=CC=C2N=C(C=3N(C2=C1)C(=NC3)C)N)CC=3SC1=C(N3)C=C(C=C1)Cl)C